BrC1=CC=C(C(=O)C=2C(=CC(N(N2)C2=C(C=CC=C2OC)F)=O)O)C=C1 6-(4-bromobenzoyl)-2-(2-fluoro-6-methoxyphenyl)-5-hydroxypyridazine-3(2H)-one